tert-butyl 4-(6-(pyrrolidin-1-yl)-pyridin-2-yl)-5,6-dihydropyridine-1(2H)-carboxylate N1(CCCC1)C1=CC=CC(=N1)C1=CCN(CC1)C(=O)OC(C)(C)C